C1(CC1)C(=O)NC1=C(C2=C(OC[C@@H](C2)N2C(=NN=C2)NC=2N(N=C(C2)C(F)(F)F)C)S1)C(=O)NCC1CC1 |o1:12| (3R*)-6-(cyclopropanecarbonylamino)-N-(cyclopropylmethyl)-3-[3-[[2-methyl-5-(trifluoromethyl)pyrazol-3-yl]amino]-1,2,4-triazol-4-yl]-3,4-dihydro-2H-thieno[2,3-b]pyran-5-carboxamide